NCCCN(CCCCCCCC(=O)N(CCCCCCCCCC)CCCCCCCCCC)CCCCCCCC(=O)N(CCCCCCCCCC)CCCCCCCCCC 8,8'-((3-aminopropyl)azanediyl)bis(N,N-didecyloctanamide)